iodo-chromone IC=1OC2=CC=CC=C2C(C1)=O